phenyldibenzothiophenyl[dimethylfluorenyl(biphenylyl)triazinyl]biphenyl C1(=CC=CC=C1)C1=C(C(=C(C=C1)C1=CC=CC=C1)C1=NN=NC(=C1C1=C(C=CC=C1)C1=CC=CC=C1)C1=C(C(=CC=2C3=CC=CC=C3CC12)C)C)C1=CC=CC=2SC3=C(C21)C=CC=C3